5-chloro-8-hydroxyquinoline tert-butyl-(3-(dimethylcarbamoyl)bicyclo[1.1.1]pentan-1-yl)(methyl)carbamate C(C)(C)(C)OC(N(C)C12CC(C1)(C2)C(N(C)C)=O)=O.ClC2=C1C=CC=NC1=C(C=C2)O